[Na+].C(=C)C1=CC=C(C(=O)[O-])C=C1 4-Vinylbenzoic acid sodium salt